BrC1=C(C(=CC=C1)F)CNC 1-(2-bromo-6-fluorophenyl)-N-methylmethanamine